3-(2,6-difluoro-3,5-dimethoxyphenyl)-1-(2,3-difluorophenyl)-8-[2-(4-methylpiperazin-1-yl)ethyl]-1,3,4,7-tetrahydro-2H-pyrrolo[3',2':5,6]pyrido[4,3-d]pyrimidin-2-one FC1=C(C(=C(C=C1OC)OC)F)N1C(N(C2=C(C1)C=NC1=C2C=C(N1)CCN1CCN(CC1)C)C1=C(C(=CC=C1)F)F)=O